C1(CCC1)CN[C@H]1CN(CCC1)C=1C=NC(=CC1)C(C)N1C=NC(=C1)C=1C=NC=C(C1)OC (3R)-N-(cyclobutylmethyl)-1-(6-(1-(4-(5-methoxypyridin-3-yl)-1H-imidazol-1-yl)ethyl)pyridin-3-yl)piperidin-3-amine